BrC=1C(=C2C(=CNC2=CC1)OP(=O)(O)O)Cl.FC(C=1C=CC=2N(N1)C(=CN2)C2=CC(=NC=N2)N2CC(C(CC2C)(C)O)CNS(=O)(=O)C)F N-((1-(6-(6-(difluoromethyl)imidazo[1,2-b]pyridazin-3-yl)pyrimidin-4-yl)-4-hydroxy-4,6-dimethylpiperidin-3-yl)methyl)methanesulfonamide 5-bromo-4-chloro-3-indolyl-phosphate